methyl 7-(1-((tert-butyldimethylsilyl)oxy)cyclopropyl)-2-methylpyrazolo[1,5-a]pyridine-5-carboxylate [Si](C)(C)(C(C)(C)C)OC1(CC1)C1=CC(=CC=2N1N=C(C2)C)C(=O)OC